β-pyridylcarbinol OCC1C=CC=NC=1